17-fluoro-8-isopropyl-11,17-dimethyl-3,6,9,12-tetraoxo-2,15-dioxa-4,7,10,13-tetraazaoctadecan-18-oic acid FC(COCNC(C(NC(C(NC(CNC(OC)=O)=O)C(C)C)=O)C)=O)(C(=O)O)C